7-[(2R)-2-[[(3-chloropyridin-2-yl)oxy]methyl]-5-oxopyrrolidin-1-yl]-6-cyano-1-[6-[3-(dimethylamino)azetidin-1-yl]pyridin-3-yl]-4-oxoquinoline-3-carboxylic acid ClC=1C(=NC=CC1)OC[C@@H]1N(C(CC1)=O)C1=C(C=C2C(C(=CN(C2=C1)C=1C=NC(=CC1)N1CC(C1)N(C)C)C(=O)O)=O)C#N